2-((6-(3-(2-(4-(((1-Acetylpiperidin-4-yl)amino)methyl)-3-(difluoromethoxy)phenyl)-3-chloropyridin-4-yl)-2-chlorophenyl)-2-methoxypyridin-3-yl)methyl)-2,6-diazaspiro[3.4]octan-7-one C(C)(=O)N1CCC(CC1)NCC1=C(C=C(C=C1)C1=NC=CC(=C1Cl)C=1C(=C(C=CC1)C1=CC=C(C(=N1)OC)CN1CC2(C1)CNC(C2)=O)Cl)OC(F)F